BrC1=CC=CC=2N(C(NC21)=O)[C@H]2CC[C@H](CC2)C(=O)NC2=CC(=C(C=C2)OC(F)(F)F)Cl (cis)-4-(4-bromo-2-oxo-2,3-dihydro-1H-1,3-benzodiazol-1-yl)-N-[3-chloro-4-(trifluoromethoxy)phenyl]cyclohexane-1-carboxamide